FC=1C=CC=C2C(N(C=3N(C12)C(NN3)=S)C(C(C([2H])([2H])[2H])([2H])[2H])([2H])[2H])=O 9-fluoro-4-(propyl-d7)-1-thioxo-2,4-dihydro-[1,2,4]triazolo[4,3-a]quinazolin-5(1H)-one